1,4-bis[(3-methyl-3-oxetylmethoxy)methyl]benzene CC1(COC1)COCC1=CC=C(C=C1)COCC1(COC1)C